1-(4-(4-Nitro-1H-pyrazol-1-yl)piperidin-1-yl)ethanone [N+](=O)([O-])C=1C=NN(C1)C1CCN(CC1)C(C)=O